methyl 5-(4,4,5,5-tetramethyl-1,3,2-dioxaborolan-2-yl)-3,4-dihydro-2H-pyridine-1-carboxylate CC1(OB(OC1(C)C)C=1CCCN(C1)C(=O)OC)C